ClC=1C=C(C=C2C=CC=NC12)C=1NC2=CC=C(C=C2C1C(C)C)C1CCN(CC1)CC(=O)N(C)C 2-(4-(2-(8-chloroquinolin-6-yl)-3-isopropyl-1H-indol-5-yl)piperidin-1-yl)-N,N-dimethylacetamide